NC1=C(C=CC(=C1)F)NC(CCCC=NC(=O)C1CCN(CC1)C=1C2=C(N=CN1)NC=C2C(=O)C2=C(C=C(C=C2)OC2=CC=CC=C2)Cl)=O N-{5-[(2-amino-4-fluorophenyl)amino]-5-oxopentylidene}-1-(5-{[2-chloro-4-(phenyloxy)phenyl]carbonyl}-7H-pyrrolo[2,3-d]pyrimidin-4-yl)piperidine-4-carboxamide